1,4-dihydropyrano[2,3-c]pyrazole-5-carbonitrile N1N=CC2=C1OC=C(C2)C#N